pentyl-3,5,5-trimethylhexanoamide C(CCCC)C(C(=O)N)C(CC(C)(C)C)C